4-(4-chlorobenzoyl)-5-(3,4-dimethoxyphenyl)-3-hydroxy-1-[2-(4-morpholinyl)ethyl]-1,5-dihydro-2H-pyrrol-2-one ClC1=CC=C(C(=O)C2=C(C(N(C2C2=CC(=C(C=C2)OC)OC)CCN2CCOCC2)=O)O)C=C1